tert-butyl 7-(((2S,3R)-1,3-bis(benzyloxy)-1-oxobutan-2-yl) amino)-1-oxo-2,5-diazaspiro[3.4]octane-5-carboxylate C(C1=CC=CC=C1)OC([C@H]([C@@H](C)OCC1=CC=CC=C1)NC1CN(C2(CNC2=O)C1)C(=O)OC(C)(C)C)=O